NC=1C2=C(N=CN1)N(C=C2)[C@@H]2O[C@@H]([C@@]1([C@H]2OC(O1)(C)C)C)[C@H](O)C1=CC=C(C=C1)Cl (R)-((3aR,4R,6R,6aR)-6-(4-amino-7H-pyrrolo[2,3-d]pyrimidin-7-yl)-2,2,3a-trimethyltetrahydrofuro[3,4-d][1,3]dioxol-4-yl)(4-chlorophenyl)methanol